FC1=C2C(=C(C=3N=C(NC31)C(C)(C)NC([O-])=O)F)CC(C2)C=O [1-(4,8-difluoro-6-formyl-3,5,6,7-tetrahydrocyclopenta[f]benzimidazol-2-yl)-1-methyl-ethyl]carbamate